N1=CC=CC2=C(C=CC=C12)C(C)O 1-(Quinolin-5-yl)ethanol